CN(CCOC=1C=CC(=C(C(=O)NC2(CC2)C2=CC(=CC3=CC=CC=C23)O)C1)C)C 5-(2-(dimethylamino)ethoxy)-N-(1-(3-hydroxynaphthalen-1-yl)cyclopropyl)-2-methylbenzamide